(2R)-2-(tert-Butoxycarbonylamino)pentanoic acid C(C)(C)(C)OC(=O)N[C@@H](C(=O)O)CCC